ClC1=NN(C2=NC=CC(=C21)NCC2=CC=C(C=C2)S(=O)(C)=N)CC#C (4-(((3-chloro-1-(prop-2-yn-1-yl)-1H-pyrazolo[3,4-b]pyridine-4-yl)amino)methyl)phenyl)(imino)(methyl)-λ6-sulfanone